benzyl ((3S,3aR,6S,6aR)-6-(((((9H-fluoren-9-yl)methoxy)carbonyl)amino)methyl)hexahydrofuro-[3,2-b]furan-3-yl)carbamate C1=CC=CC=2C3=CC=CC=C3C(C12)COC(=O)NC[C@H]1CO[C@H]2[C@@H]1OC[C@@H]2NC(OCC2=CC=CC=C2)=O